1'-((3-ethyl-2,4-dioxo-1,2,3,4-tetrahydrothieno[3,2-d]pyrimidin-6-yl)methyl)-N,2-dimethyl-1',2',3',6'-tetrahydro-[3,4'-bipyridine]-6-carboxamide C(C)N1C(NC2=C(C1=O)SC(=C2)CN2CCC(=CC2)C=2C(=NC(=CC2)C(=O)NC)C)=O